2-(1-(6-methyl-1-(1-methyl-1H-indazol-5-yl)-2-(1-methyl-1H-pyrazol-4-yl)-7-oxo-6,7-dihydro-3H-spiro[dipyrrolo[2,3-b:3',2'-d]pyridine-8,4'-piperidin]-1'-yl)cyclopentyl)acetonitrile CN1C(C2(CCN(CC2)C2(CCCC2)CC#N)C2=C3C(=NC=C21)NC(=C3C=3C=C2C=NN(C2=CC3)C)C=3C=NN(C3)C)=O